N-(cis-3-(7-hydroxy-3,7-dihydro-[1,2]oxaborinino[5,6-d]pyrrolo[2,3-b]pyridin-9-yl)cyclobutyl)propane-1-sulfonamide OB1OC=2C(=C3C(=NC2)NC=C3)C(=C1)[C@H]1C[C@H](C1)NS(=O)(=O)CCC